C1(CCC1)OC=1C(=CC2=CN(N=C2C1)C12COC(C1)(C2)C)C(=O)NC=2C(N(C=CC2)C2CC2)=O 6-Cyclobutoxy-N-(1-cyclopropyl-2-oxo-1,2-dihydropyridin-3-yl)-2-(1-methyl-2-oxabicyclo[2.1.1]hex-4-yl)-2H-indazole-5-carboxamide